COP(=O)C1=CC=C(C=C1)C(=O)C=1C(=CC=CC1)C Methyl-p-toluoylphenylphosphinate